Cl.CN(C\C=C/1\C(N(C[C@H]1C)C=1C=CC=2N=CN=C(C2N1)NC1=CC(=C(C=C1)OC1=CC2=C(N(C=N2)C)C=C1)C)=O)C (3E,4S)-3-[2-(dimethylamino)ethylidene]-4-methyl-1-[4-({3-methyl-4-[(1-methyl-1,3-benzodiazol-5-yl)oxy]phenyl}amino)pyrido[3,2-d]pyrimidin-6-yl]pyrrolidin-2-one hydrochloride